NC1=C(C(=O)OCC)C=C(C=C1SSC1=C(C(=CC(=C1)OC)C(=O)OCC)N)OC Ethyl 2-amino-3-[(2-amino-3-ethoxycarbonyl-5-methoxy-phenyl)disulfanyl]-5-methoxy-benzoate